10-oxo-2,3,5,6-tetrahydro-1H,4H,10H-11-oxa-3a-azabenzo[de]-anthracene-9-carbaldehyde O=C1OC2=C3C=4N(CCCC4C=C2C=C1C=O)CCC3